(S)-2,3,9-trimethoxy-10-cyclopropoxy-6,8,13,13a-tetrahydro-5H-dibenzo[a,g]quinolizine COC=1C(=CC2=C([C@@H]3CC4=C(CN3CC2)C(=C(C=C4)OC4CC4)OC)C1)OC